4-chloro-5-propyl-isothiazole-3-carboxylic acid ClC=1C(=NSC1CCC)C(=O)O